COC=1C=C2C(=CC(=NC2=CC1)NC1=CC(=CC=C1)C#C)C(F)(F)F 6-methoxy-N-(3-ethynylphenyl)-4-trifluoromethylquinolin-2-amine